3-methylbutyl 2-phenylacetate C1(=CC=CC=C1)CC(=O)OCCC(C)C